N-[2-(ethylamino)ethyl]hexadecylamide C(C)NCC[N-]CCCCCCCCCCCCCCCC